3-methyl-2-morpholino-8-(quinolin-6-yl)-4H-chromen-4-one CC1=C(OC2=C(C=CC=C2C1=O)C=1C=C2C=CC=NC2=CC1)N1CCOCC1